5-amino-3-methyl-1H-pyrrolo[2,3-b]pyridine-1-carboxylic acid tert-butyl ester C(C)(C)(C)OC(=O)N1C=C(C=2C1=NC=C(C2)N)C